4-(5-chloro-2-((1-(1-methylpiperidin-4-yl)-1H-pyrazol-4-yl)amino)pyrimidin-4-yl)-N-(cyanomethyl)benzamide ClC=1C(=NC(=NC1)NC=1C=NN(C1)C1CCN(CC1)C)C1=CC=C(C(=O)NCC#N)C=C1